3-{2-[1-(trifluoromethyl)cyclopropyl]ethoxyl-1H-pyrazol-1-yl}-19-oxa-2λ6-thia-3,9,11-triazatetracyclo[18.2.2.111,14.05,10]pentacosa-1(22),5,7,9,20,23-hexaene-2,2,4-trione FC(C1(CC1)CCOC1=NN(C=C1)N1S(C2=CC=C(OCCCCC3CCN(C4=NC=CC=C4C1=O)C3)C=C2)(=O)=O)(F)F